(S)-4-((1-methoxy-1-oxo-3-phenylpropyl-2-yl)amino)-4-oxobutanoic acid COC(C(CC1=CC=CC=C1)=NC(CCC(=O)O)=O)=O